ClC1=CC(=C(C=N1)NC(=O)C1(CN(C1)C1=C(C(=NC=C1)C)F)C1=C(C=CC=C1)C(C)C)OC N-(6-chloro-4-methoxypyridin-3-yl)-1-(3-fluoro-2-methylpyridin-4-yl)-3-(2-isopropylphenyl)azetidine-3-carboxamide